ClC=1C=C(C=CC1)C1=CC(=C(C(=C1)C1=CC=CC=C1)C1=CC=CC=C1)C1=CC=CC=C1 5'-(3-chlorophenyl)-3'-phenyl-1,1':2',1''-terphenyl